BrC1=C(C=C(C(=O)N2CC=3N=C(N(C(C3C[C@H]2C)=O)C2=CC=C(C(=O)NC)C=C2)N(C2=CC=CC=C2)CC2CC2)C=C1)C(F)(F)F (R)-4-(7-(4-bromo-3-(trifluoromethyl)benzoyl)-2-((cyclopropylmethyl)(phenyl)amino)-6-methyl-4-oxo-5,6,7,8-tetrahydropyrido[3,4-d]pyrimidin-3(4H)-yl)-N-methylbenzamide